ClC1=NC=CC2=C1C(=NN2CC#N)C2=NC(=NC(=C2F)OC2CCC(CC2)C(F)(F)F)C 2-[4-chloro-3-(5-fluoro-2-methyl-6-{[(1r,4r)-4-(trifluoromethyl)-cyclohexyl]oxy}pyrimidin-4-yl)-1H-pyrazolo[4,3-c]pyridin-1-yl]acetonitrile